C(C)(C)(C)C=1SC(=C(N1)C)C(=O)OC Methyl 2-(tert-butyl)-4-methylthiazole-5-carboxylate